5-phenyl-6,7-dihydro-5H-pyrrolo[1,2-b][1,2,4]triazole C1(=CC=CC=C1)C1CCC=2N1N=CN2